BrC=1C(=C(C=C(C1)Br)NC(=O)NC1=CC(=CC=C1)OC(F)(F)F)CO 1-(3,5-dibromo-2-hydroxymethylphenyl)-3-(3-trifluoromethoxyphenyl)urea